(S)-N-(3''-fluoro-5''-methoxy-2,2-dimethyl-4''-((((5-oxopyrrolidin-2-yl)methyl)amino)methyl)-[1,1':3',1''-terphenyl]-3-yl)-1-methyl-6-oxo-1,6-dihydropyrimidine-5-carboxamide FC=1C=C(C=C(C1CNCC1NC(CC1)=O)OC)C=1C=C(C=CC1)C=1C([C@H](C=CC1)NC(=O)C1=CN=CN(C1=O)C)(C)C